BrC1=C(C(=CC(=C1)[N+](=O)[O-])[N+](=O)[O-])N=NC1=C(C=C(C=C1)N(CC)CC)NC(C)=O N-[2-[(2-bromo-4,6-dinitrophenyl)azo]-5-(diethylamino)phenyl]Acetamide